4-amino-N-methyl-benzenesulfonamide NC1=CC=C(C=C1)S(=O)(=O)NC